CN1N=NC=2N=CN(C(C21)=O)CC2=NC(=NO2)[C@@H]2[C@H]1CC(=C[C@@H]21)C2=CC=CC=C2 1-methyl-6-((3-((1S,5S,6R)-3-phenylbicyclo[3.1.0]hex-2-en-6-yl)-1,2,4-oxadiazol-5-yl)methyl)-1,6-dihydro-7H-[1,2,3]triazolo[4,5-d]pyrimidin-7-one